N-{(2S,3R,4S)-4-fluoro-1-(oxetane-2-carbonyl)-2-[(2,3',5'-trifluoro[1,1'-biphenyl]-3-yl)methyl]pyrrolidin-3-yl}-ethanesulfonamide F[C@@H]1[C@@H]([C@@H](N(C1)C(=O)C1OCC1)CC=1C(=C(C=CC1)C1=CC(=CC(=C1)F)F)F)NS(=O)(=O)CC